CC1=C(C=C(C(=N1)O)C(F)(F)F)[N+](=O)[O-] 6-methyl-5-nitro-3-(trifluoromethyl)pyridin-2-ol